The molecule is a dipeptide obtained by formal condensation of the carboxy group of L-tryptophan with the amino group of L-asparagine. It derives from a L-tryptophan and a L-asparagine. C1=CC=C2C(=C1)C(=CN2)C[C@@H](C(=O)N[C@@H](CC(=O)N)C(=O)O)N